(3-(dimethylamino)propoxy)benzaldehyde CN(CCCOC1=C(C=O)C=CC=C1)C